4-azido-4-(3-fluoro-5-trifluoromethyl-pyridin-2-yl)-tetrahydro-pyran-3-ol N(=[N+]=[N-])C1(C(COCC1)O)C1=NC=C(C=C1F)C(F)(F)F